2-(1H-pyrrol-1-yl)benzyl-ethanol N1(C=CC=C1)C1=C(CC(C)O)C=CC=C1